ClC=1C=CC(=C2C=NN(C(C12)=O)C)I 8-chloro-5-iodo-2-methyl-phthalazin-1-one